C1(CC1)C1=CC(=C(C#N)C=C1C)N1CCNCC1 4-Cyclopropyl-5-methyl-2-(piperazin-1-yl)benzonitrile